5-{6-[(3S)-3-(ethylamino)pyrrolidin-1-yl]-1,8-naphthyridin-2-yl}-2-methylindazol-6-ol hydrochloride Cl.C(C)N[C@@H]1CN(CC1)C=1C=C2C=CC(=NC2=NC1)C1=CC2=CN(N=C2C=C1O)C